OCC(C(=O)N)(NC(=O)C1=C(C=C2C=CC(=CN12)OCC1=NC=CC=C1)C)C 3-hydroxy-2-methyl-2-({2-methyl-6-[(pyridin-2-yl)methoxy]indolizin-3-yl}formamido)propanamide